3,5-dimethyl-N-(2-(thiazol-5-yl)ethyl)benzamide CC=1C=C(C(=O)NCCC2=CN=CS2)C=C(C1)C